BrC1=CC=C2NC(C=3N(C2=C1)C=NC3C)=O 8-bromo-3-methylimidazo[1,5-a]quinoxalin-4(5H)-one